CC(C)CCC[C@@H](C)[C@H]1CC[C@H]2[C@@H]3C(C=C4CCCC[C@]4(C)[C@H]3CC[C@]12C)O cholestan-5-ene-7-ol